2-butyl-3-(2,6-dimethoxyphenyl)-6-hydroxy-5-{[4-(1,2,3-thiadiazol-4-yl)phenyl]methyl}-3,4-dihydropyrimidin-4-one C(CCC)C1=NC(=C(C(N1C1=C(C=CC=C1OC)OC)=O)CC1=CC=C(C=C1)C=1N=NSC1)O